C(#N)C1=CC=C(C=C1)C1(CN(C1)C(=O)OC(C)(C)C)F tert-butyl 3-(4-cyanophenyl)-3-fluoroazetidine-1-carboxylate